C(CCC(=O)OCCCCC)(=O)OCCCCC dipentyl butanedioate